4-(4'-cyano-[1,1'-biphenyl]-4-yl)-1H-1,2,3-triazole-5-carboxylic acid C(#N)C1=CC=C(C=C1)C1=CC=C(C=C1)C=1N=NNC1C(=O)O